N-(1,3-benzodioxol-5-ylmethyl)-7-methoxy-2-oxo-8-pentoxy-1H-quinoline-3-carboxamide O1COC2=C1C=CC(=C2)CNC(=O)C=2C(NC1=C(C(=CC=C1C2)OC)OCCCCC)=O